1-(2-deoxy-2-fluoro-β-D-arabinosyl)-5-iodocytosine F[C@@H]1[C@@H](OC[C@H]([C@H]1O)O)N1C(=O)N=C(N)C(=C1)I